1'-[3-(cyclopropylmethoxy)-2-(trifluoromethyl)phenyl]-2-(2-ethoxypyridin-3-yl)-7-[(3-hydroxy-1-methylazetidin-3-yl)methyl]spiro[6H-1,7-naphthyridine-5,4'-piperidine]-8-one C1(CC1)COC=1C(=C(C=CC1)N1CCC2(CC1)C=1C=CC(=NC1C(N(C2)CC2(CN(C2)C)O)=O)C=2C(=NC=CC2)OCC)C(F)(F)F